(E)-4-((4'-chloro-3'-(trifluoromethyl)-[1,1'-biphenyl]-3-yl)methylene)-2-methyl-1,2,3,4-tetrahydroacridine-9-carboxylic acid ClC1=C(C=C(C=C1)C1=CC(=CC=C1)\C=C\1/CC(CC2=C(C3=CC=CC=C3N=C12)C(=O)O)C)C(F)(F)F